[Si](C1=CC=CC=C1)(C1=CC=CC=C1)(C(C)(C)C)OC[C@@]1([C@H]([C@H]2OC(O[C@H]2O1)(C)C)OCC1=CC2=CC=CC=C2C=C1)CO ((3aR,5R,6S,6aR)-5-((tert-butyldiphenylsilyloxy)methyl)-2,2-dimethyl-6-(naphthalen-2-ylmethoxy)tetrahydrofuro[3,2-d][1,3]dioxol-5-yl)methanol